C=C1CCN(CC12CCCC2)C(=O)OCCCC butyl 10-methylene-7-azaspiro[4.5]decane-7-carboxylate